benzo[d][1,3]dioxolan-5-amine O1COC2=C1C=CC(=C2)N